2-[6,6-difluoro-3-[4-(2-hydroxyacetyl)piperazine-1-carbonyl]-5,7-dihydro-4H-indazol-1-yl]-1-[4-(2,3-dimethylphenyl)piperazin-1-yl]ethanone FC1(CCC=2C(=NN(C2C1)CC(=O)N1CCN(CC1)C1=C(C(=CC=C1)C)C)C(=O)N1CCN(CC1)C(CO)=O)F